FC1=CC=C(C(=C1C([C@@H](C=1OC(NN1)=O)NS(=O)(=O)N1CCC2(CC1)OCC1=CC=CC=C12)C)C)C N-((1S)-2-(6-fluoro-2,3-di-methylphenyl)-1-(5-oxo-4,5-dihydro-1,3,4-oxadiazol-2-yl)propyl)-3H-spiro[isobenzofuran-1,4'-piperidine]-1'-sulfonamide